3-[4-(4-aminopiperidin-1-yl)-3-(3,5-difluorophenyl)quinolin-6-yl]-2-(oxetan-3-yloxy)benzonitrile NC1CCN(CC1)C1=C(C=NC2=CC=C(C=C12)C=1C(=C(C#N)C=CC1)OC1COC1)C1=CC(=CC(=C1)F)F